9-ethyl-6-(2-methylbenzoyl)-9h-carbazole C(C)N1C2=CC=C(C=C2C=2C=CC=CC12)C(C1=C(C=CC=C1)C)=O